C(C1=CC=CC=C1)OC1=CC=C(C=C1)C[C@@H](C(NCC#C)=O)NC(OC(C)(C)C)=O tert-Butyl (S)-(3-(4-(benzyloxy)phenyl)-1-oxo-1-(prop-2-yn-1-ylamino)propan-2-yl)-carbamate